S1(CNCC1)(=N)=O 1λ4,3-thiazolidine-1-imine 1-oxide